ethyl 2,3-di-O-acetyl-beta-D-glucopyranoside C(C)(=O)O[C@H]1[C@H](OCC)O[C@@H]([C@H]([C@@H]1OC(C)=O)O)CO